4-oxo-N-[(7-{[(2-phenylethyl)amino]methyl}imidazo[1,2-a]pyridin-2-yl)methyl]-4H-pyrido[1,2-a]pyrimidine-2-carboxamide O=C1C=C(N=C2N1C=CC=C2)C(=O)NCC=2N=C1N(C=CC(=C1)CNCCC1=CC=CC=C1)C2